COC(=O)C1=CC=C2C(=CNC2=C1)C1N(CCC2=CC=CC=C12)C1=CC=CC=C1 3-(2-phenyl-1,2,3,4-tetrahydroisoquinolin-1-yl)-1H-indole-6-carboxylic acid methyl ester